4-(10H-phenoxazin-10-yl)benzoate C1=CC=CC=2OC3=CC=CC=C3N(C12)C1=CC=C(C(=O)[O-])C=C1